(rac)-tert-butyl (3aR,6aR)-5-(((trifluoromethyl)sulfonyl)oxy)-3,3a,4,6a-tetrahydrocyclopenta[c]pyrrole-2(1H)-carboxylate FC(S(=O)(=O)OC=1C[C@@H]2[C@@H](CN(C2)C(=O)OC(C)(C)C)C1)(F)F |r|